COC1=C(C=CC=C1)/C(/C(=O)OC)=C\OC methyl (E)-2-(2-methoxy-phenyl)-3-methoxyacrylate